FC(C(=O)N1CC2=C(CCC1)N=C(NC2=O)C2(CC2)C2=CC=CC=C2)(C=2C=C(C=CC2)C2=CC(=CC=C2)C(C)C)F 6-(2,2-difluoro-2-(3'-isopropyl-[1,1'-biphenyl]-3-yl)acetyl)-2-(1-phenylcyclopropyl)-3,5,6,7,8,9-hexahydro-4H-pyrimido[5,4-c]azepin-4-one